8-methyl-6-((1-methylpyrrolidin-3-yl)oxy)pyrido[2,3-d]pyrimidin-7(8H)-one CN1C(C(=CC2=C1N=CN=C2)OC2CN(CC2)C)=O